N(=[N+]=[N-])CCC[C@H]1[C@@H](O[C@@H]([C@H]1O)CO)N1C(NC(C=C1)=O)=O 1-((2R,3R,4S,5R)-3-(3-azidopropyl)-4-hydroxy-5-(hydroxymethyl)tetrahydrofuran-2-yl)pyrimidine-2,4(1H,3H)-dione